tert-butyl-(ethyl)amine C(C)(C)(C)NCC